C1(CC1)C=1C=C(C=CC1)C=1N=C2N(C(C1C)=O)C=C(C=C2C(C)NC2=C(C(=O)OC(C)(C)C)C=CC=C2)C tert-butyl 2-((1-(2-(3-cyclopropylphenyl)-3,7-dimethyl-4-oxo-4H-pyrido[1,2-a]pyrimidin-9-yl)ethyl)amino)benzoate